C1(=CC=CC=C1)C(C(=O)NC1=CC=C(C=C1)N1C2=C(NC(CC1=O)=O)C1=CC=CC=C1C=C2)C 5-[4-[(2-phenylpropionyl)amino]phenyl]-1H-naphtho[1,2-B][1,4]diazepine-2,4(3H,5h)-dione